(1R,2S,5S)-N-((S)-1-Cyano-2-((S)-2-oxopyrrolidin-3-yl)ethyl)-6,6-dimethyl-3-(1-phenylcyclopropanecarbonyl)-3-azabicyclo[3.1.0]hexane-2-carboxamide C(#N)[C@H](C[C@H]1C(NCC1)=O)NC(=O)[C@@H]1[C@H]2C([C@H]2CN1C(=O)C1(CC1)C1=CC=CC=C1)(C)C